8-((R)-methylsulfinyl)-3-(4-(2,2,2-trifluoroethoxy)phenyl)-2-(trifluoromethyl)-4H-pyrido[1,2-a]pyrimidin-4-one C[S@@](=O)C1=CC=2N(C(C(=C(N2)C(F)(F)F)C2=CC=C(C=C2)OCC(F)(F)F)=O)C=C1